ON1OC=CC1C1=CC=CS1 N-Hydroxy-5-(1,2-oxazol-3-yl)thiophene